CC1(CCOCC1)CNC(=O)C1CC12CCN(CC2)C(=O)OC(C(F)(F)F)C(F)(F)F 1,1,1,3,3,3-hexafluoropropan-2-yl (+)-1-(((4-methyltetrahydro-2H-pyran-4-yl)methyl)carbamoyl)-6-azaspiro[2.5]octane-6-carboxylate